1-Acetylindol-3-yl-acetic acid C(C)(=O)N1C=C(C2=CC=CC=C12)CC(=O)O